CC([C@H](C(=O)OCC)C1=CC=C(C=C1)Cl)C Ethyl (S)-3-methyl-(4-chlorophenyl)-butyrate